4-(3,4,5-trimethoxyphenyl)-1H-benzo[d]imidazole COC=1C=C(C=C(C1OC)OC)C1=CC=CC=2NC=NC21